2-amino-N-((1S)-1-(3-fluoro-2-pyridinyl)ethyl)-3-methyl-N-((5-(trifluoromethyl)-2-pyridinyl)methyl)-6-quinolinecarboxamide NC1=NC2=CC=C(C=C2C=C1C)C(=O)N(CC1=NC=C(C=C1)C(F)(F)F)[C@@H](C)C1=NC=CC=C1F